N-(1-morpholinopropan-2-yl)pyrazine-2-carboxamide O1CCN(CC1)CC(C)NC(=O)C1=NC=CN=C1